ClCC(=O)N1C2=C(OCC1)N=C(C(=C2)CC2=CC=C(C=C2)F)C#N 1-(2-chloroacetyl)-7-(4-fluorobenzyl)-2,3-dihydro-1H-pyrido[2,3-b][1,4]oxazine-6-carbonitrile